BrC=1C=C(C=C(C1)OC)S(=O)(C)=NC(OC(C)(C)C)=O tert-butyl ((3-bromo-5-methoxyphenyl)(methyl)(oxo)-λ6-sulfaneylidene)carbamate